BrC1=CC=C(C=C1)C(CCC(=O)OC)C=O methyl 4-(4-bromophenyl)-5-oxopentanoate